N1C=C(C=CC=C1)N (R)-azepin-3-amine